C(#N)C1=CC(=C(S1)COC1=C(C=CC(=N1)C1=CC(=C(CC2=NC3=C(N2C[C@H]2OCC2)C=C(C=C3F)C(=O)O)C=C1F)F)F)F (S)-2-(4-(6-((5-cyano-3-fluorothiophen-2-yl)methoxy)-5-fluoropyridin-2-yl)-2,5-difluorobenzyl)-4-fluoro-1-(oxetan-2-ylmethyl)-1H-benzo[d]imidazole-6-carboxylic acid